tert-Butyl 6-(difluoromethyl)-6-methoxy-2-azaspiro[3.3]heptane-2-carboxylate FC(C1(CC2(CN(C2)C(=O)OC(C)(C)C)C1)OC)F